ClC=1C=C(C=CC1)NC(=O)C1=CN=C(O1)C1=CC(=CC=C1)C1=CC(=NN1)C(NC(CC)CC)=O N-(3-Chlorophenyl)-2-(3-(3-(Pentan-3-Ylcarbamoyl)-1H-Pyrazol-5-yl)Phenyl)Oxazole-5-Carboxamide